Cl[Al-](Cl)(Cl)Cl tetrachloroaluminate